tricosyl laurate C(CCCCCCCCCCC)(=O)OCCCCCCCCCCCCCCCCCCCCCCC